BrC1=C(OCC(=O)N2C[C@@H]3N(C(C4=C(NC3=O)C=CC(=C4)C4=CC(=CC(=C4)C(F)(F)F)C4CC4)=O)CC2)C=CC(=C1)OC(F)(F)F (S)-2-(2-(2-bromo-4-(trifluoromethoxy)phenoxy)acetyl)-8-(3-cyclopropyl-5-(trifluoromethyl)phenyl)-1,3,4,12a-tetrahydrobenzo[e]pyrazino[1,2-a][1,4]diazepine-6,12(2H,11H)-dione